5-Methyl-N4-(4-chloro-3-ethoxyphenyl)-N2-[4-(4-methylpiperazin-1-yl)phenyl]pyrimidine-2,4-diamine CC=1C(=NC(=NC1)NC1=CC=C(C=C1)N1CCN(CC1)C)NC1=CC(=C(C=C1)Cl)OCC